NCC1=NNC(C2=CC=C(C=C12)C=1C=NC(=CC1)CC)=O 4-(aminomethyl)-6-(6-ethylpyridin-3-yl)phthalazin-1(2H)-one